(S)-3-(4-(4-((14-azido-3,6,9,12-tetraoxatetradecyl)oxy)naphthalen-1-yl)phenyl)-3-(2-(3-((4,5-dihydro-1H-imidazol-2-yl)amino)benzamido)acetamido)propanoic acid N(=[N+]=[N-])CCOCCOCCOCCOCCOC1=CC=C(C2=CC=CC=C12)C1=CC=C(C=C1)[C@H](CC(=O)O)NC(CNC(C1=CC(=CC=C1)NC=1NCCN1)=O)=O